4''-((2-ethyl-5,7-dimethyl-3H-imidazo[4,5-b]pyridin-3-yl)methyl)-[1,1':3',1''-terphenyl]-4'-carbonitrile C(C)C1=NC=2C(=NC(=CC2C)C)N1CC1=CC=C(C=C1)C=1C=C(C=CC1C#N)C1=CC=CC=C1